C(C1=CC=CC=C1)OC(=O)N1C(CCCC1)C(C)(F)S(=O)(=O)C1=CC(=NN1C)Cl (1-((3-chloro-1-methyl-1H-pyrazol-5-yl)sulfonyl)-1-fluoroethyl)piperidine-1-carboxylic acid benzyl ester